C1(=CC=CC=C1)C1=CC=CC=2C3=CC=CC=C3CC12 phenyl-9H-fluoren